tert-butyl (trans-4-((5-(2-methoxypyrimidin-5-yl)pyridin-2-yl)(((1S)-1-phenylethyl)carbamoyl)amino)cyclohexyl)carbamate COC1=NC=C(C=N1)C=1C=CC(=NC1)N([C@@H]1CC[C@H](CC1)NC(OC(C)(C)C)=O)C(N[C@@H](C)C1=CC=CC=C1)=O